C12COCC2C1B1OC(C(O1)(C)C)(C)C 2-(3-oxabicyclo[3.1.0]hexan-6-yl)-4,4,5,5-tetramethyl-1,3,2-dioxaborolane